FC(C1=NN=C(O1)C1=CC=C2CN(C(C2=C1)=O)[C@H]([C@@H](O)C1=CC(=CC=C1)F)C1=NC=CC=C1)F |r| 6-[5-(difluoromethyl)-1,3,4-oxadiazol-2-yl]-2-[(1SR,2SR)-2-(3-fluorophenyl)-2-hydroxy-1-(pyridin-2-yl)ethyl]-2,3-dihydro-1H-isoindol-1-one